(S)-1-(4-((2-(2,3-dihydrobenzo[b][1,4]dioxin-6-yl)pyrrolidin-1-yl)methyl)phenyl)-1H-pyrazole O1C2=C(OCC1)C=C(C=C2)[C@H]2N(CCC2)CC2=CC=C(C=C2)N2N=CC=C2